di-(bromo-phenyl)carbonate BrC1=C(C=CC=C1)OC(OC1=C(C=CC=C1)Br)=O